[[1-[1-(1-methylcyclobutanecarbonyl)-4-piperidyl]triazol-4-yl]methyl]-1H-benzo[cd]indol-2-one CC1(CCC1)C(=O)N1CCC(CC1)N1N=NC(=C1)CN1C(C2=C3C(C=CC=C13)=CC=C2)=O